[K].NC1=CC(=C(C=C1)C(CCCC)O)C1=NN=NN1 1-(4-Amino-2-(1H-tetrazol-5-yl)phenyl)pentan-1-ol potassium salt